FC1=C(C=CC(=N1)C(=O)NC([2H])([2H])[2H])N1CCN(CC1)CC=1C=C2NC(C(=NC2=CC1)CC(F)(F)F)=O 6-fluoro-N-(methyl-d3)-5-(4-((3-oxo-2-(2,2,2-trifluoroethyl)-4H-quinoxalin-6-yl)methyl)piperazin-1-yl)pyridine-2-carboxamide